FC(C=1C=C(C=2C=CC=3N(C2N1)C=C(N3)C(=O)NN)C(F)(F)F)(F)F 2,4-bis(trifluoromethyl)imidazo[1,2-a][1,8]naphthyridine-8-carbohydrazide